methyl (E)-3-(3-(((4-(4-cyclopropylphenyl) bicyclo[2.2.2]octan-1-yl)methyl)amino)phenyl)acrylate C1(CC1)C1=CC=C(C=C1)C12CCC(CC1)(CC2)CNC=2C=C(C=CC2)/C=C/C(=O)OC